tert-Butyl 4-(5-(3-cyano-6-(3-hydroxy-3-methylazetidin-1-yl)pyrazolo[1,5-a]pyridin-4-yl)pyridin-2-yl)piperazine-1-carboxylate C(#N)C=1C=NN2C1C(=CC(=C2)N2CC(C2)(C)O)C=2C=CC(=NC2)N2CCN(CC2)C(=O)OC(C)(C)C